The molecule is a docosanoid anion that is the conjugate base of (8E,10Z,13Z,16Z,19Z)-7-oxodocosapentaenoic acid, obtained by deprotonation of the carboxy group; major species at pH 7.3. It is a docosanoid anion, a long-chain fatty acid anion, an oxo fatty acid anion and a polyunsaturated fatty acid anion. It is a conjugate base of an (8E,10Z,13Z,16Z,19Z)-7-oxodocosapentaenoic acid. CC/C=C\\C/C=C\\C/C=C\\C/C=C\\C=C\\C(=O)CCCCCC(=O)[O-]